2-[({4-[(3-methoxypropyl)oxy]-3-methylpyridin-2-yl}methyl)thio]-5-(thiophen-3-yl)-1H-benzo[d]imidazole COCCCOC1=C(C(=NC=C1)CSC1=NC2=C(N1)C=CC(=C2)C2=CSC=C2)C